N-((2-(2,6-dioxopiperidin-3-yl)-1-oxoisoindolin-4-yl)methyl)-2-oxo-2-(p-tolyl)acetamide O=C1NC(CCC1N1C(C2=CC=CC(=C2C1)CNC(C(C1=CC=C(C=C1)C)=O)=O)=O)=O